(+)-N-(5-(1-amino-3-cyclopropyl-1-phenylpropyl)-2-fluorophenyl)-1-(1-aminoisoquinolin-7-yl)-3-(trifluoromethyl)-1H-pyrazole-5-carboxamide C1CC1CCC(C2=CC=CC=C2)(C3=CC(=C(C=C3)F)NC(=O)C4=CC(=NN4C5=CC6=C(C=C5)C=CN=C6N)C(F)(F)F)N